4,7-diphenyl-1,10-phenanthrolinedisulfonate disodium salt [Na+].[Na+].C1(=CC=CC=C1)C1=C(C(=NC2=C3N=CC=C(C3=CC=C12)C1=CC=CC=C1)S(=O)(=O)[O-])S(=O)(=O)[O-]